[Ni].[Ti].[Fe] iron-titanium-nickel